propargyl-2',3'-dideoxyuridine C(C#C)[C@@]1(CC[C@@H](CO)O1)N1C(=O)NC(=O)C=C1